[CH2-][CH-][CH-]C butanetriide